2-(5-amino-2-methoxypyridin-3-yl)-N,N-dimethylacetamide NC=1C=C(C(=NC1)OC)CC(=O)N(C)C